C(C)OC=1C=C(C(=O)C=2N=C(SC2)[C@H]2N(CCC2)C(=O)OC(C)(C)C)C=CC1 tert-butyl (S)-2-(4-(3-ethoxybenzoyl)thiazol-2-yl)pyrrolidine-1-carboxylate